2,4-diamino-6-(4-pyridinyl)-1,3,5-triazine NC1=NC(=NC(=N1)N)C1=CC=NC=C1